2-methoxy-5-(3,4,5-trimethoxystyryl)aniline COC1=C(N)C=C(C=C1)C=CC1=CC(=C(C(=C1)OC)OC)OC